3-chloro-5-((6-oxo-1-((6-oxo-5-phenyl-1,6-dihydropyridazin-3-yl)methyl)-4-(trifluoromethyl)-1,6-dihydropyrimidin-5-yl)oxy)benzonitrile ClC=1C=C(C#N)C=C(C1)OC1=C(N=CN(C1=O)CC1=NNC(C(=C1)C1=CC=CC=C1)=O)C(F)(F)F